NC1=NC=C(C=N1)C=1N=C(C=2N(C1)C=C(C2)C(=O)N)N2CCOCC2 3-(2-aminopyrimidin-5-yl)-1-morpholinopyrrolo[1,2-a]pyrazine-7-carboxamide